1-[1-[2-(difluoromethoxy)pyridin-4-yl]ethyl]-3-[(1R,2S)-2-phenylcyclopropyl]urea FC(OC1=NC=CC(=C1)C(C)NC(=O)N[C@H]1[C@@H](C1)C1=CC=CC=C1)F